COC=1C=C(C=C(C1OC)OC)C(CCC)=O (3,4,5-trimethoxyphenyl)butan-1-one